N-[1-(2-Chloro-4-cyanophenyl)-3-(4-chlorophenyl)-1H-pyrazol-5-yl]formamide ClC1=C(C=CC(=C1)C#N)N1N=C(C=C1NC=O)C1=CC=C(C=C1)Cl